C1(=CC=CC=C1)C1N(CCOC1)C(=O)C1=CC=CC(N1)=O 6-(3-phenylmorpholine-4-carbonyl)pyridin-2(1H)-one